C1=C2C=3C(=NC2=CC=C1)C=CC1=CC=C2N=C4C=CC=CC4=C2C13 carbazolo[3,4-c]carbazol